NCCCCC1NC(OC1=O)=O 4-(4-aminobutyl)-2,5-oxazolidinedione